CN(C(C1=CC=C(C=C1)C=1OC2=C(C1)C=C1C(=C2)OCC(=CC1)C)=O)C N,N-Dimethyl-4-(7-methyl-5,8-dihydrooxepino[3,2-f]benzofuran-2-yl)benzamide